9-methyl-3,6-disulfoacridine triethylammonium salt C(C)[NH+](CC)CC.CC=1C2=CC=C(C=C2N=C2C=C(C=CC12)S(=O)(=O)[O-])S(=O)(=O)[O-].C(C)[NH+](CC)CC